OC1=C(C(N(C2=NC=CC=C12)CCN1CCOCC1)=O)C(=O)NC1CC(CC1)C 4-hydroxy-N-(3-methylcyclopentyl)-1-(2-morpholinoethyl)-2-oxo-1,2-dihydro-1,8-naphthyridine-3-carboxamide